C(C)(C)(C)O[Si](C)(C)CCCCl tert-butoxy(3-chloropropyl)dimethylsilane